1-(3,3-dimethyl-2,3-dihydrofuro[3,2-b]pyridin-5-yl)ethan-1-one ethyl-2-(3-{2-acetyl-2-azaspiro[3.3]heptan-6-yl}-5'-fluoro-1'-methyl-[4,6'-biindazol]-1-yl)acetate C(C)OC(CN1N=C(C=2C(=CC=CC12)C1=C(C=C2C=NN(C2=C1)C)F)C1CC2(CN(C2)C(C)=O)C1)=O.CC1(COC=2C1=NC(=CC2)C(C)=O)C